C(C)(C)(C)[Si](C)(C)OCCCC1=C(C=CC=C1B1OC(C(O1)(C)C)(C)C)Cl tert-Butyl(3-(2-chloro-6-(4,4,5,5-tetramethyl-1,3,2-dioxaborolan-2-yl)phenyl)propoxy)dimethylsilane